C(C=C)OC1=C(C=C(C(=C1)Cl)Cl)C(NS(=O)C(C)(C)C)C1CCNCC1 N-((2-(allyloxy)-4,5-dichlorophenyl)(piperidin-4-yl)methyl)-2-methylpropane-2-sulfinamide